hydroxydicarboxybenzene OC=1C(=C(C=CC1)C(=O)O)C(=O)O